methyl 3-(3-cyclobutyl-2-oxo-2,3-dihydro-1H-pyrrolo[1,2,3-de]quinoxaline-5-carboxamido)-5-fluoro-4-(methylamino)benzoate C1(CCC1)C1C(NC=2C=CC=C3C2N1C(=C3)C(=O)NC=3C=C(C(=O)OC)C=C(C3NC)F)=O